BrC=1C=C(C=CC1)C1(CCC1)C(=O)NN 1-(3-bromophenyl)cyclobutane-1-carbohydrazide